FC(C1=NN=C(S1)N1N=CC2=C(C=C(C=C12)S(=O)(=O)NC1(COC1)CF)N1CCN(CC1)C(C(C)C)=O)F 1-(5-(difluoromethyl)-1,3,4-thiadiazol-2-yl)-N-(3-(fluoromethyl)oxetan-3-yl)-4-(4-isobutyrylpiperazin-1-yl)-1H-indazole-6-sulphonamide